C(C)[C@H]1N(C[C@@H](N(C1)C(=O)OC(C)(C)C)C)C(CC(C)C)=O tert-Butyl (2S,5R)-5-ethyl-2-methyl-4-(3-methylbutanoyl)piperazine-1-carboxylate